OCCCNC1=CC=C(C=C1)C1C(NC(CC1)=O)=O 3-[4-(3-hydroxypropylamino)phenyl]piperidine-2,6-dione